CC(CS(=O)(=O)O)(C)NC(C=C)=O 2-methyl-2-acryloylaminopropanesulfonic acid